N(=C=S)C1=C(C(=CC=C1)C=CC=1C(=CC=CC1)S(=O)(=O)O)S(=O)(=O)O isothiocyanatostilbene-2,2'-disulfonic acid